N1=CNN2C(=NC=3C(=C21)C=NN3)N pyrazolo[4,3-e][1,2,4]triazolo[1,5-c]pyrimidin-5-amine